COC(C1=C(C(=NC(=C1)Br)Cl)N)=O 3-Amino-6-bromo-2-chloroisonicotinic acid methyl ester